5-(Pyrrolidin-1-ylsulfonyl)indolin-2,3-dione N1(CCCC1)S(=O)(=O)C=1C=C2C(C(NC2=CC1)=O)=O